2-[3-(1,1-Difluoro-6-azaspiro[2.5]octan-6-carbonyl)-5,6-dihydrocyclopenta[c]pyrazol-1(4H)-yl]-1-[4-(2,3-dimethylphenyl)piperazin-1-yl]ethan-1-on FC1(CC12CCN(CC2)C(=O)C=2C1=C(N(N2)CC(=O)N2CCN(CC2)C2=C(C(=CC=C2)C)C)CCC1)F